triiodo-1,3-diphenoxybenzene IC=1C(=C(C(=C(C1)OC1=CC=CC=C1)I)OC1=CC=CC=C1)I